BrC=1C=C(C=CC1)C(C(=O)NN(C(=O)OC(C)(C)C)C)(COCC(CSCC(=O)OCC)(C)C)C Tert-Butyl 2-(2-(3-bromophenyl)-3-(3-((2-ethoxy-2-oxoethyl)thio)-2,2-dimethylpropoxy)-2-methylpropanoyl)-1-methylhydrazine-1-carboxylate